3-(6-(4-(1-(2,6-dimethoxy-4-(1,4,5-trimethyl-6-oxo-1,6-dihydropyridin-3-yl)benzyl)-3,3-difluoropiperidin-4-yl)piperazin-1-yl)-2-oxobenzo[cd]indol-1(2H)-yl)piperidine-2,6-dione COC1=C(CN2CC(C(CC2)N2CCN(CC2)C=2C=3C4=C(C(N(C4=CC2)C2C(NC(CC2)=O)=O)=O)C=CC3)(F)F)C(=CC(=C1)C1=CN(C(C(=C1C)C)=O)C)OC